(S)-1-(4-Methoxy-benzenesulfonyl)-pyrrolidine-2-carboxylic acid (2,3-dihydro-benzofuran-6-ylmethyl)-(4,4-dimethyl-cyclohexyl)-amide O1CCC2=C1C=C(C=C2)CN(C(=O)[C@H]2N(CCC2)S(=O)(=O)C2=CC=C(C=C2)OC)C2CCC(CC2)(C)C